(±)-2-azabicyclo[2.2.1]heptan-4-ylmethanol C12NCC(CC1)(C2)CO